C(C1=C(C(=CC(=C1)C(C)(C)C)C(C)(C)C)O)C1=C(C(=CC(=C1)C(C)(C)C)C(C)(C)C)O 2,2'-methylenebis(4,6-di(t-butyl)phenol)